ClC=1C=C(C=C(C1)C1=CC=C(C=C1)C)OC=1C(N(C=CC1C(F)(F)F)CC1=NNC(N1C)=O)=O 3-((5-chloro-4'-methyl-[1,1'-biphenyl]-3-yl)oxy)-1-((4-methyl-5-oxo-4,5-dihydro-1H-1,2,4-triazol-3-yl)methyl)-4-(trifluoromethyl)pyridin-2(1H)-one